(1r,4r)-N-(3-Cyano-4-methoxyphenyl)-4-(8-methoxy-5-methyl-2-oxo-1,2-dihydroquinazolin-3(4H)-yl)-1-methylcyclohexanecarboxamide C(#N)C=1C=C(C=CC1OC)NC(=O)C1(CCC(CC1)N1C(NC2=C(C=CC(=C2C1)C)OC)=O)C